Cl.ClC1=CC=C2C(=C(N(C2=C1C=1C(=NN(C1C)C)CCl)CCCCNC)C(=O)OCC)CCCOC1=CC=CC2=CC=CC=C12 Ethyl 6-chloro-7-[3-(chloromethyl)-1,5-dimethyl-1H-pyrazol-4-yl]-1-[4-(methylamino)butyl]-3-[3-(naphthalen-1-yloxy)propyl]-1H-indole-2-carboxylate-hydrochloric acid salt